sodium methylbenzenesulfinate COS(=O)C1=CC=CC=C1.[Na]